NCCNCCNCCN triEthylenetetramine